tert-Butyl (3-cyano-4-(3-((R)-3-((3S,5S)-3,5-dimethylpiperazin-1-yl)pyrrolidin-1-yl)-5-fluoro-7,9-dihydrofuro[3,4-f]quinazolin-6-yl)-7-fluorothieno[3,2-c]pyridin-2-yl)carbamate C(#N)C1=C(SC2=C1C(=NC=C2F)C=2C1=C(C=3C=NC(=NC3C2F)N2C[C@@H](CC2)N2C[C@@H](N[C@H](C2)C)C)COC1)NC(OC(C)(C)C)=O